ClC(CCC(=O)OCCCCCCCCCCC)CCC(C(CCCC(CC(CC)Cl)Cl)Cl)Cl undecyl 4,7,8,12,14-pentachlorohexadecanoate